NC=1C2=C(N=CN1)N(C=C2C2CCCC2)[C@@H]2O[C@@H]([C@H]([C@H]2O)O)COC2=CC=C1C=CC(=NC1=C2)NC (2R,3R,4S,5R)-2-(4-amino-5-cyclopentyl-7H-pyrrolo[2,3-d]pyrimidin-7-yl)-5-(((2-(methylamino)quinolin-7-yl)oxy)methyl)tetrahydrofuran-3,4-diol